C(C)(=O)[Si](C1=COC=C1)(CC)C(C)=O diacetylethyl-3-furyl-silane